(R)-1-(2-(azetidin-1-yl)-5-(6-chloro-5-(1-(3,5-dichloropyridin-4-yl)ethoxy)-1H-indazol-3-yl)pyridin-3-yl)-N-methylmethanamine N1(CCC1)C1=NC=C(C=C1CNC)C1=NNC2=CC(=C(C=C12)O[C@H](C)C1=C(C=NC=C1Cl)Cl)Cl